iridium(IV) chloride hydrate O.[Ir](Cl)(Cl)(Cl)Cl